tridecyl 3-((4-((3-(bis(2-hydroxyethyl)amino)propyl)amino)-3-oleamido-4-oxobutyl)thio)propanoate OCCN(CCCNC(C(CCSCCC(=O)OCCCCCCCCCCCCC)NC(CCCCCCC\C=C/CCCCCCCC)=O)=O)CCO